3-[4-[1-[[4-[(2R)-2-aminopropoxy]cyclohexyl]methyl]-4-piperidyl]-2-fluoro-anilino]piperidine-2,6-dione N[C@@H](COC1CCC(CC1)CN1CCC(CC1)C1=CC(=C(NC2C(NC(CC2)=O)=O)C=C1)F)C